C(C)(C)(C)OC(=O)N[C@@H](C(=O)OCC1=CC=CC=C1)CCF benzyl (R)-2-((tert-butoxycarbonyl)amino)-4-fluorobutanoate